FC(C)C1(CNCCC1)N 3-(1-fluoroethyl)piperidin-3-amine